(3,4-epoxycyclohexyl)ethyl-trimethoxysilane C1(CC2C(CC1)O2)CC[Si](OC)(OC)OC